3-cyclopropyl-2,2-difluoropropan C1(CC1)CC(C)(F)F